7-(4-(Benzyloxy)benzyl)-8-((2-hydroxyethyl)amino)-1,3-dimethyl-3,7-dihydro-1H-purine-2,6-dione C(C1=CC=CC=C1)OC1=CC=C(CN2C(=NC=3N(C(N(C(C23)=O)C)=O)C)NCCO)C=C1